FC=1C(=NN(C1OCC1=CC=C(C=C1)F)C(=O)C1=COC(=C1)C)C1C(N(CC1)CC(=O)N1CCOCC1)=O 3-{4-fluoro-5-[(4-fluorophenyl)methoxy]-1-(5-methylfuran-3-carbonyl)-1H-pyrazol-3-yl}-1-[2-(morpholin-4-yl)-2-oxoethyl]pyrrolidin-2-one